FC=1C=C(C=CC1N1C(=NC=C1)C(F)(F)F)[C@@H](C)N[S@](=O)C(C)(C)C (R)-N-((R)-1-(3-fluoro-4-(2-(trifluoromethyl)-1H-imidazol-1-yl)phenyl)ethyl)-2-methylpropane-2-sulfinamide